FC(S(=O)(=O)OC1=C(C=C2C=C(NC2=C1)CNC(C)=O)Cl)(F)F 2-(acetamidomethyl)-5-chloro-1H-indol-6-yl trifluoromethanesulfonate